4-amino-1-[(2R,3S,4R,5R)-4-[(tert-butyldimethylsilyl)oxy]-5-{[(tert-butyldimethylsilyl)oxy]methyl}-5-(2-chloroethyl)-3-fluorooxolan-2-yl]-5-fluoropyrimidin-2-one NC1=NC(N(C=C1F)[C@@H]1O[C@]([C@H]([C@@H]1F)O[Si](C)(C)C(C)(C)C)(CCCl)CO[Si](C)(C)C(C)(C)C)=O